adenosine 5'-phosphoselenate C1=NC(=C2C(=N1)N(C=N2)[C@H]3[C@@H]([C@@H]([C@H](O3)COP(=O)([O-])O[Se](=O)(=O)[O-])O)O)N